4-(2-trifluoromethoxyphenyl)piperidine-4-carbonitrile FC(OC1=C(C=CC=C1)C1(CCNCC1)C#N)(F)F